3-[3-(aminomethyl)-2-fluorophenyl]-1,3-oxazolidin-2-one NCC=1C(=C(C=CC1)N1C(OCC1)=O)F